2-methyl-3-((4-methyl-5-(trifluoromethyl)pyridin-2-yl)methyl)naphthalene-1,4-dione CC=1C(C2=CC=CC=C2C(C1CC1=NC=C(C(=C1)C)C(F)(F)F)=O)=O